CS(=O)(=O)N1CCN(CC1)C1=CC=C2N=C3C(C4=C(C(C3=NC2=C1)=O)N=CC=C4)=O 9-(4-(methylsulfonyl)piperazin-1-yl)pyrido[2,3-b]phenazine-5,12-dione